NC1=NC2=CC(=CC=C2C=C1F)C[C@@H]1CC[C@]2([C@@H]1O[C@H](C2O)N2C=CC1=C2N=CN=C1C)O (2r,3as,6s,6ar)-6-((2-amino-3-fluoroquinolin-7-yl)methyl)-2-(4-methyl-7H-pyrrolo[2,3-d]pyrimidin-7-yl)hexahydro-2H-cyclopenta[b]furan-3,3a-diol